ethoxymethylchloride C(C)OCCl